COC1=CC=C(C=C1)NC1=CC=C(C=C1)OC bis-(4-methoxyphenyl)amine